Benzyl 4-(((6-nitrothieno[3,2-b]pyridin-7-yl)amino)methyl)piperidine-1-carboxylate [N+](=O)([O-])C=1C(=C2C(=NC1)C=CS2)NCC2CCN(CC2)C(=O)OCC2=CC=CC=C2